N-(6-ETHYL-1-METHYL-1H-INDAZOL-7-YL)-1-(4-(2-HYDROXYPROPAN-2-YL)PYRIDIN-2-YL)-1H-PYRAZOLE-4-SULFONAMIDE C(C)C1=CC=C2C=NN(C2=C1NS(=O)(=O)C=1C=NN(C1)C1=NC=CC(=C1)C(C)(C)O)C